(R)-[(2R,4s,5R)-5-ethyl-1-azabicyclo[2.2.2]oct-2-yl]-(6-methoxyquinolin-4-yl)methylamine C(C)[C@@H]1[C@@H]2C[C@@H](N(C1)CC2)NCC2=CC=NC1=CC=C(C=C21)OC